C(C=CCCC)=O anti-hexenal